2'-chloro-5'-cyclopropyl-4-hydroxy-6-methyl-2H-[1,4'-bipyridine]-2-one ClC1=NC=C(C(=C1)N1C(C=C(C=C1C)O)=O)C1CC1